C(CCCCCCC)C(CCCCCCCC)OC(CCCCCCCN(CCCCCC(OCCCCCCCCCCC)=O)CCO)=O 8-[(2-hydroxyethyl)[6-oxo-6-(undecyloxy)hexyl]amino]octanoic acid 1-octylnonyl ester